C(C)(=O)C1=NN(C2=CC=C(C=C12)C1=CC(=CC=C1)C#N)CC(=O)O 2-(3-acetyl-5-(3-cyanophenyl)-1H-indazol-1-yl)acetic acid